C(C1=CC=CC=C1)OC1=C(C=CC(=C1)I)O 2-(benzyloxy)-4-iodophenol